O1C=C(C=C1)C=1N=C(C2=C(N1)SC(=C2)C)NC(CCC2=CC=CC=C2)=O N-(2-(furan-3-yl)-6-methylthieno[2,3-d]pyrimidin-4-yl)-3-phenylpropanamide